FC(C1=NC2=C(N1C1=NC(=NC(=N1)N1CCOCC1)N1CCOCC1)C=CC=C2)F 2-(2-Difluoromethylbenzoimidazol-1-yl)-4,6-dimorpholino-1,3,5-triazine